5-(methylthio)-1-naphthyl-3-phenyl-1H-pyrazole CSC1=C2C=CC=C(C2=CC=C1)N1N=C(C=C1)C1=CC=CC=C1